N-(1-(7-(1-Hydroxyethyl)quinolin-5-yl)cyclopropyl)-2-methyl-5-(((S)-1-methylazetidin-2-yl)methoxy)benzamide OC(C)C1=CC(=C2C=CC=NC2=C1)C1(CC1)NC(C1=C(C=CC(=C1)OC[C@H]1N(CC1)C)C)=O